(S)-2-(3-chloro-4-(6-(1-methylcyclopropoxy)-9-((4-methylpyridin-2-yl)methyl)-9H-purin-8-yl)phenoxy)-1-(3-fluoropyrrolidin-1-yl)ethan-1-one ClC=1C=C(OCC(=O)N2C[C@H](CC2)F)C=CC1C=1N(C2=NC=NC(=C2N1)OC1(CC1)C)CC1=NC=CC(=C1)C